FC1(CC(C1)(C)CN1N=C2C=CC=C(C2=C1C(=O)NC1=CC(=NC=C1)S(=O)(=N)C)C)F 2-((3,3-difluoro-1-methylcyclobutyl)methyl)-4-methyl-N-(2-(S-methylsulfonimidoyl)pyridin-4-yl)-2H-indazole-3-carboxamide